4-methoxyindole-2-carbonyl chloride COC1=C2C=C(NC2=CC=C1)C(=O)Cl